C1(CCCC1)OCCOC=1C=C(C=CC1OC)NC1=NC=CC(=N1)NC N2-(3-(2-(cyclopentyloxy)ethoxy)-4-methoxyphenyl)-N4-methylpyrimidine-2,4-diamine